C(C)OC(C(C1=C2N(C=N1)C[C@@H](C2)F)N2N=C1C(=C(C=C(C1=C2)C)Br)Cl)=O.COC=2C=C(C=CC2[N+](=O)[O-])N2C(COCC2)=O (3-methoxy-4-nitrophenyl)morpholin-3-one ethyl-2-(6-bromo-7-chloro-4-methyl-2H-indazol-2-yl)-2-((R)-6-fluoro-6,7-dihydro-5H-pyrrolo[1,2-c]imidazol-1-yl)acetate